OCC(CN1CCN(CC1)C(=O)OC(C)(C)C)(C)C tert-Butyl 4-(3-hydroxy-2,2-dimethylpropyl)piperazine-1-carboxylate